FC1=CC(=CC=2N(C=NC21)CCF)C=2C=CN1N=C(N=C(C12)OC)NC1CCC(CC1)(O)C (1s,4s)-4-((5-(4-fluoro-1-(2-fluoroethyl)-1H-benzo[d]imidazol-6-yl)-4-methoxypyrrolo[2,1-f][1,2,4]triazin-2-yl)amino)-1-methylcyclohexan-1-ol